(2R)-2-ethylbutyl 2-(((((2R,3S,4R,5S)-5-(4-aminopyrrolo[2,1-f][1,2,4]triazin-7-yl)-2-cyano-3,4-dihydroxytetrahydrofuran-2-yl)methoxy)(phenoxy)phosphoryl)amino)propanoate NC1=NC=NN2C1=CC=C2[C@H]2[C@@H]([C@@H]([C@@](O2)(C#N)COP(=O)(OC2=CC=CC=C2)N[C@@H](C(=O)OCC(CC)CC)C)O)O